oxaspiro[3.3]heptan-6-amine O1CCC12CC(C2)N